4,5-dihydroxy-9,10-dioxo-n-propyl-9,10-dihydroanthracene-2-carboxamide OC1=CC(=C(C=2C(C3=CC=CC(=C3C(C12)=O)O)=O)CCC)C(=O)N